ClC1=NC=CC2=C1N=CN=C2O[C@@H]2C[C@@H](N(C2)C(=O)OC(C)(C)C)C tert-butyl (2S,4R)-4-((8-chloropyrido[3,4-d]pyrimidin-4-yl)oxy)-2-methylpyrrolidine-1-carboxylate